ClC1=C(C2=C(NC3(CN(CC3)C(=O)C3=CC=C(C=C3)NC(\C=C\CN(C)C)=O)CN2C)N=C1)C1=CNC2=CC=CC=C12 (E)-N-(4-(7-chloro-8-(1H-indol-3-yl)-1-methyl-1,4-dihydro-2H-spiro[pyrido[2,3-b]pyrazine-3,3'-pyrrolidine]-1'-carbonyl)phenyl)-4-(dimethylamino)but-2-enamide